N1=CC(=CC2=CC=CC=C12)C=1C=NC=C(C(=O)N)C1 5-(quinolin-3-yl)nicotinamide